FC(CN1N=C(C=2C=NC(=CC21)N2CC1(CN(C1)C1=NC(=NC(=C1)C(F)(F)F)C)CC2)C)F 6-[1-(2,2-difluoroethyl)-3-methyl-1H-pyrazolo[4,3-c]pyridin-6-yl]-2-[2-methyl-6-(trifluoromethyl)pyrimidin-4-yl]-2,6-diazaspiro[3.4]octane